(3S*)-3-(7-Chloro-1,4-dimethyl-1H-benzotriazol-5-yl)-3-(7-{[(2R,5S)-2-ethyl-5-methyl-2,3-dihydropyrido[2,3-f][1,4]oxazepin-4(5H)-yl]methyl}-2,3-dihydro-1H-inden-5-yl)propanoic acid ClC1=CC(=C(C2=C1N(N=N2)C)C)[C@@H](CC(=O)O)C=2C=C1CCCC1=C(C2)CN2C[C@H](OC1=C([C@@H]2C)N=CC=C1)CC |o1:12|